CN1N=CC(=C1)C=1N=C(C=2N(C1)N=CC2)O[C@H]2C[C@H]1CN([C@H]1C2)C(C=C)=O ((1S,3S,5S)-3-((6-(1-methyl-1H-pyrazol-4-yl)pyrazolo[1,5-a]pyrazin-4-yl)oxy)-6-azabicyclo[3.2.0]heptan-6-yl)prop-2-en-1-one